1-chloro-2-butoxyethane phosphate P(=O)(O)(O)O.ClCCOCCCC